(3s,4s)-4-(benzyl)oxy-6-hydroxy-3-methyl-hex-1-ene C(C1=CC=CC=C1)O[C@H]([C@H](C=C)C)CCO